N-(3-acetamidopropyl)-2-(p-tolyl)benzo[d]imidazo[2,1-b]thiazole-7-carboxamide C(C)(=O)NCCCNC(=O)C1=CC2=C(N3C(S2)=NC(=C3)C3=CC=C(C=C3)C)C=C1